4-chloro-2-methoxyl-benzenesulfonyl chloride ClC1=CC(=C(C=C1)S(=O)(=O)Cl)OC